COC(CC1=C(C=C(C=C1)O)O)=O 2,4-dihydroxyphenylacetic acid methyl ester